6-(4-((1-(benzo[4,5]imidazo[1,2-a]pyrimidin-2-yl)piperidin-4-yl)methyl)piperazin-1-yl)-2-(2,4-dioxotetrahydropyrimidin-1(2H)-yl)-4-fluoroisoindoline-1,3-dione N=1C=2N(C=CC1N1CCC(CC1)CN1CCN(CC1)C1=CC(=C3C(N(C(C3=C1)=O)N1C(NC(CC1)=O)=O)=O)F)C1=C(N2)C=CC=C1